FC(C(=O)OC)C(=O)[O-] methyl fluoromalonate